[Si](C)(C)(C(C)(C)C)OCCOCCOCCOCCOCCCC1=NC(=CC(=C1)C=1C(=CC(=NC1)[C@H](C)NC(OC(C)(C)C)=O)C)C(F)(F)F tert-butyl N-[(1S)-1-[5-[2-[3-[2-[2-[2-[2-[tert-butyl(dimethyl)silyl]oxyethoxy]ethoxy]ethoxy]ethoxy]propyl]-6-(trifluoromethyl)-4-pyridyl]-4-methyl-2-pyridyl]ethyl]carbamate